2-(2-fluoro-4-nitrophenyl)-2,3-dihydrobenzo[b][1,4]dioxine FC1=C(C=CC(=C1)[N+](=O)[O-])C1COC2=C(O1)C=CC=C2